C(C1=CC=CC=C1)OCCCCCOCC(=O)OCCCC butyl 2-((5-(benzyloxy)pentyl)oxy)acetate